5-[4-amino-5-(trifluoromethyl)pyrrolo[2,1-f][1,2,4]triazin-7-yl]-N-[(3R,4S)-4-fluoro-1-[(2R)-3,3,3-trifluoro-2-hydroxypropanoyl]pyrrolidin-3-yl]-2-methoxy-pyridine-3-carboxamide NC1=NC=NN2C1=C(C=C2C=2C=C(C(=NC2)OC)C(=O)N[C@@H]2CN(C[C@@H]2F)C([C@H](C(F)(F)F)O)=O)C(F)(F)F